NCC1=CC=C(C=C1)NC1=NC=C(N=C1)C1=CC=CC=2OCCOC21 (4-aminomethyl-phenyl)-[5-(2,3-dihydro-benzo[1,4]dioxin-5-yl)-pyrazin-2-yl]-amine